(1-methyloctahydro-5H-pyrrolo[3,2-c]pyridin-5-yl)methanone CN1CCC2CN(CCC21)C=O